C(N)(=N)C=1C=C(SC1)CNC(=O)[C@H]1N(C[C@@H](C1)C(F)F)C(CNC(CCCOC1=CC=CC=C1)=O)=O (2S,4R)-N-((4-carbamimidoylthiophen-2-yl)methyl)-4-(difluoromethyl)-1-((4-phenoxybutanoyl)glycyl)pyrrolidine-2-carboxamide